CN1CC2=NC=C(C=C2C1=O)C1=C(C=CC(=N1)C#N)C1=CN=C(O1)CC1(CCCC1)C 6-(6-Methyl-5-oxo-6,7-dihydro-5H-pyrrolo[3,4-b]pyridin-3-yl)-5-(2-((1-methylcyclopentyl)methyl)oxazol-5-yl)picolinonitril